NC=1C=C(C=CC1)CCC(=O)O 3-(3-aminophenyl)propanoic acid